(2R)-2-amino-N-[(1S)-1-{[(1S)-5-amino-1-(3-benzyl-1,2,4-oxadiazol-5-yl)pentyl]carbamoyl}-2-(4-hydroxy-2,6-dimethylphenyl)ethyl]-5-carbamimidamidopentanamide N[C@@H](C(=O)N[C@@H](CC1=C(C=C(C=C1C)O)C)C(N[C@@H](CCCCN)C1=NC(=NO1)CC1=CC=CC=C1)=O)CCCNC(=N)N